(1-((tetrahydro-2H-pyran-2-yl)oxy)cyclobutyl)methyl-1H-pyrazole O1C(CCCC1)OC1(CCC1)CN1N=CC=C1